CCCCCC1=C(C(=CC(=C1OC2=CC(=CC3=C2C(=O)OC3(CCCC)O)OC)O)O)C(=O)O The molecule is a member of the class of 2-benzofurans that is 3-butyl-3-hydroxy-2-benzofuran-1(3H)-one substituted by a 3-carboxy-4,6-dihydroxy-2-pentylphenoxy group and a methoxy group at positions 4 and 6, respectively. It is a metabolite isolated from the Sumatran lichen, Stereocaulon halei. It has a role as a radical scavenger and a lichen metabolite. It is an aromatic ether, a member of phenols, a member of benzoic acids and a member of 2-benzofurans.